FC=1C(=C(C=CC1F)C1CCN(CC1)C(=O)C1=NNC=2CN(CCC21)CC(=O)OC(C)(C)C)C(F)(F)F tert-butyl 2-(3-(4-(3,4-difluoro-2-(trifluoromethyl)phenyl)piperidine-1-carbonyl)-1,4,5,7-tetrahydro-6H-pyrazolo[3,4-c]pyridin-6-yl)acetate